5-chloro-8-(piperidin-4-yl)quinoline ClC1=C2C=CC=NC2=C(C=C1)C1CCNCC1